N,N-dimethylaniline perchlorate Cl(=O)(=O)(=O)O.CN(C1=CC=CC=C1)C